C(C1=CC=CC=C1)OC=1C=CC(=C(C(=O)O)C1)CC1=CC=C(C=C1)F 5-benzyloxy-2-[(4-fluorophenyl)methyl]benzoic acid